C(C)(C)(C)[Si](C)(C)OCC(CI)(C)C tert-butyl(3-iodo-2,2-dimethylpropoxy)dimethylsilane